4-bromo-N-(2-(piperidin-1-yl)ethyl)pyridin-2-amine BrC1=CC(=NC=C1)NCCN1CCCCC1